8-chloro-3-(4-(difluoromethoxy)-2,3-difluorophenyl)imidazo[1,2-a]pyrazine ClC=1C=2N(C=CN1)C(=CN2)C2=C(C(=C(C=C2)OC(F)F)F)F